(S)-4-((4-(7-(8-chloronaphthalen-1-yl)-2-((1-methylpyrrolidin-2-yl)methoxy)-5,6,7,8-tetrahydropyrido[3,4-d]pyrimidin-4-yl)piperazin-1-yl)sulfonyl)-2,3,5,6-tetrafluorobenzonitrile ClC=1C=CC=C2C=CC=C(C12)N1CC=2N=C(N=C(C2CC1)N1CCN(CC1)S(=O)(=O)C1=C(C(=C(C#N)C(=C1F)F)F)F)OC[C@H]1N(CCC1)C